1-(1-methoxy-propoxy)-(E)-3-hexene COC(CC)OCC\C=C\CC